3-((2-((4-(2-fluoro-5-((4-oxo-3,4-dihydrophthalazin-1-yl)methyl)benzoyl)piperazin-1-yl)methyl)phenyl)amino)piperidine-2,6-dione FC1=C(C(=O)N2CCN(CC2)CC2=C(C=CC=C2)NC2C(NC(CC2)=O)=O)C=C(C=C1)CC1=NNC(C2=CC=CC=C12)=O